(S)-1-(5-chloro-2-(cyclopropylmethoxy)benzyl)-3-methylpiperazine difumarate C(\C=C\C(=O)O)(=O)O.C(\C=C\C(=O)O)(=O)O.ClC=1C=CC(=C(CN2C[C@@H](NCC2)C)C1)OCC1CC1